FC(C(=O)O)(F)F.NCC(CNC(=O)C1CCN(CC1)C(C1=C(C=C(C=C1)NC(=O)C=1N(C(=CN1)C1=C(C(=C(C=C1)OCC#N)F)F)C)Cl)=O)O N-(3-amino-2-hydroxypropyl)-1-(2-chloro-4-(5-(4-(cyanomethoxy)-2,3-difluorophenyl)-1-methyl-1H-imidazole-2-carboxamido)benzoyl)piperidine-4-carboxamide 2,2,2-trifluoroacetate